C(C)(=O)O[C@H]1[C@@H](SC=2C=NC(=C(C2)Br)C(F)(F)F)O[C@@H]([C@@H]([C@@H]1N1N=NC(=C1)C=1N=CSC1)OC(C)=O)COC(C)=O 5-bromo-6-trifluoromethyl-pyridin-3-yl 2,4,6-tri-O-acetyl-3-deoxy-3-[4-(4-thiazolyl)-1H-1,2,3-triazol-1-yl]-1-thio-alpha-D-galactopyranoside